3-bromo-5-methoxy-2-methylpyridine BrC=1C(=NC=C(C1)OC)C